N1C=CC=2C1=NC=CC2C=2C=NN(C2)C2(CN(C2)S(=O)(=O)CC)CC(=O)N 2-(3-(4-(1H-pyrrolo[2,3-b]pyridin-4-yl)-1H-pyrazol-1-yl)-1-(ethanesulfonyl)azetidin-3-yl)acetamide